C=1OC=CC2OC(C3=C(C21)C=CS3)=O 6H-pyrano[4,3-b]thieno[3,2-d]pyran-6-one